[C@H]12CC(C[C@H](CC1)N2)SC2=CC=C(N=N2)C2=C(C=C(C=C2)C=2C=NNC2)O 2-(6-(((1R,3S,5S)-8-azabicyclo[3.2.1]oct-3-yl)thio)pyridazin-3-yl)-5-(1H-pyrazol-4-yl)phenol